(R)-N-((3-(aminomethyl)piperidin-1-yl)sulfonyl)-5-chloro-4-(cyclopentylmethoxy)-2-fluorobenzamide 2,2,2-trifluoroacetate FC(C(=O)O)(F)F.NC[C@@H]1CN(CCC1)S(=O)(=O)NC(C1=C(C=C(C(=C1)Cl)OCC1CCCC1)F)=O